ClC1=CC(=C(NC=2C(=C(C=NC2)CC2=C(C(=NC=C2)NS(NC)(=O)=O)F)F)C=C1)F 4-[[5-(4-chloro-2-fluoro-anilino)-4-fluoro-3-pyridyl]methyl]-3-fluoro-N-(methylsulfamoyl)pyridin-2-amine